BrC1=C(N=C2N(C1=O)C=CC(=N2)OC)C(F)(F)F 3-Bromo-8-methoxy-2-(trifluoromethyl)pyrimido[1,2-a]pyrimidin-4-one